C(C)OC([C@H](C)NP(=O)(C)OC1=CC(=CC(=C1C1=C(C=CC(=C1)C)C(=C)C)OP(=O)(C)N[C@@H](C)C(=O)OCC)CCCCC)=O ethyl (((6-(((((S)-1-ethoxy-1-oxopropan-2-yl)amino)(methyl)phosphoryl)oxy)-5'-methyl-4-pentyl-2'-(prop-1-en-2-yl)-[1,1'-biphenyl]-2-yl)oxy)(methyl)phosphoryl)-L-alaninate